NC1=CC(=C(C(=C1SC[C@@H](C(=O)O)NC(=O)OC(C)(C)C)C)F)C(=O)OC (2R)-3-(6-amino-3-fluoro-4-methoxycarbonyl-2-methyl-phenyl)sulfanyl-2-(tert-butoxycarbonylamino)propanoic acid